C(C)(C)(C)OC(NS(NCC1=CC=C(C=C1)C1=NN(C(C2=CC=CC=C12)=O)CC1=CC=C(C=C1)F)(=O)=O)=O (N-(4-(3-(4-fluorobenzyl)-4-oxo-3,4-dihydrophthalazin-1-yl)benzyl)sulfamoyl)carbamic acid tert-butyl ester